FC1(C(N=C(C2=CC=CC=C12)C1=CN=C2N1C=CC(=C2)C)(C)C)F 4,4-difluoro-3,3-dimethyl-1-(7-methylimidazo[1,2-a]pyridin-3-yl)isoquinoline